2-[[7-chloro-2-(2,5-dimethylpyrrol-1-yl)-1-methyl-benzimidazol-4-yl]methyl]-4-methyl-morpholine ClC1=CC=C(C2=C1N(C(=N2)N2C(=CC=C2C)C)C)CC2CN(CCO2)C